6-chloro-N-(4-(methoxymethyl)phenyl)-1H-indole-3-sulfonamide ClC1=CC=C2C(=CNC2=C1)S(=O)(=O)NC1=CC=C(C=C1)COC